BrC=1C=C(C#N)C=C(C1)C1=C2C=CC=C3C=4C(=C5C(=C(C4C(C=C1)=C32)C3=CC=CC=C3)C=CC=C5)C5=CC=CC=C5 3-bromo-5-(7,12-diphenylbenzo[k]fluoranthen-3-yl)benzonitrile